24(R)-ethylcholest-6-ene C(C)[C@@H](C(C)C)CC[C@@H](C)[C@H]1CC[C@H]2[C@@H]3C=CC4CCCC[C@]4(C)[C@H]3CC[C@]12C